N-(3-(4-amino-6-((4-phenoxyphenyl)amino)pyrimidin-5-yl)phenyl)acrylamide NC1=NC=NC(=C1C=1C=C(C=CC1)NC(C=C)=O)NC1=CC=C(C=C1)OC1=CC=CC=C1